triazacyclotridecane-11-carboxylic acid tert-butyl ester C(C)(C)(C)OC(=O)C1CCCCCCCNNNCC1